4-(6-(4-Benzylpiperazin-1-yl)pyridin-3-yl)-6-ethoxypyrazolo[1,5-a]pyridine-3-carbonitrile C(C1=CC=CC=C1)N1CCN(CC1)C1=CC=C(C=N1)C=1C=2N(C=C(C1)OCC)N=CC2C#N